7-bromo-N4-(tetrahydrofuran-3-yl)quinazoline-2,4-diamine BrC1=CC=C2C(=NC(=NC2=C1)N)NC1COCC1